ethyl (R)-2-(3-((tert-butoxy carbonyl) (methyl) amino) pyrrolidin-1-yl)-4-ethoxypyrimidine-5-carboxylate C(C)(C)(C)OC(=O)N([C@H]1CN(CC1)C1=NC=C(C(=N1)OCC)C(=O)OCC)C